The molecule is a compound obtained from nucleophilic cleavage of the beta-lactam ring of benzylpenicillin by the amino group of L-cysteine. It is a thiazolidinedicarboxylic acid and a dicarboxylic acid. It derives from a benzylpenicillin and a L-cysteine. CC1([C@@H](N[C@H](S1)[C@@H](C(=O)N[C@@H](CS)C(=O)O)NC(=O)CC2=CC=CC=C2)C(=O)O)C